C1(=CC=CC=C1)N1C2=CC=CC=C2C=2C=C(C=CC12)C1=CC=C(C=C1)C1=CC(=CC(=C1)C=1C=NC2=CC=CC=C2C1)C=1C=NC2=CC=CC=C2C1 9-phenyl-3-(3,5-di-quinolin-3-yl-biphenyl-4'-yl)-9H-carbazole